Cl.CC1(CC2C(NC1)C1=C(O2)C=C(C=C1)OC(F)(F)F)C 3,3-dimethyl-7-(trifluoromethoxy)-1,2,3,4,4a,9b-hexahydrobenzofuro[3,2-b]pyridine hydrochloride